(4-fluoronaphthalen-1-yl)-3-((4-oxo-4H-chromen-7-yl)methyl)urea FC1=CC=C(C2=CC=CC=C12)NC(=O)NCC1=CC=C2C(C=COC2=C1)=O